COC(=O)C1=C(C2=C(C=CO2)C(=C1)N(C(=O)OC(C)(C)C)C(=O)OC(C)(C)C)C 4-(bis(tert-butyloxycarbonyl)amino)-7-methylbenzofuran-6-carboxylic acid methyl ester